isopropyl-(4-cyano-n-butyl)dichlorosilane C(C)(C)[Si](Cl)(Cl)CCCCC#N